C(=O)N[C@H]1[C@@H]([C@@H](C(O)O[C@@H]1C)OC)OC 4,6-Dideoxy-4-formamido-2,3-di-O-methyl-D-mannopyranose